N-(3-((6-Amino-5-(4-fluoro-3-methoxyphenyl)pyrimidin-4-yl)oxy)phenyl)acrylamid NC1=C(C(=NC=N1)OC=1C=C(C=CC1)NC(C=C)=O)C1=CC(=C(C=C1)F)OC